IC1=CC=C(CN2N=NC(=C2)C=2C=C(C=CC2)C2=NC3=CC(=C(C=C3C(=N2)N)OCCCN2CCOCC2)OC)C=C1 (3-(1-(4-iodobenzyl)-1H-1,2,3-triazol-4-yl)phenyl)-7-methoxy-6-(3-morpholinopropoxy)quinazolin-4-amine